Cl.NC12CC3CC(CC(C1)C3)C2 1-aminoadamantane HCl